Octyl acrylate C(C=C)(=O)OCCCCCCCC